3-(4-((3-amino-6-(2,5-dimethyl-1,2,3,4-tetrahydroisoquinolin-7-yl)pyrazin-2-yl)oxy)-1H-pyrazol-1-yl)propionitrile NC=1C(=NC(=CN1)C1=CC(=C2CCN(CC2=C1)C)C)OC=1C=NN(C1)CCC#N